5-benzyl-3-furylmethyl (E)-(1R)-cis-2,2-dimethyl-3-(2-oxothiolan-3-ylidenemethyl)cyclopropanecarboxylate CC1([C@@H]([C@@H]1/C=C\1/C(SCC1)=O)C(=O)OCC1=COC(=C1)CC1=CC=CC=C1)C